C(=O)C=1N=CN(C1)C1=CC(=C(C#N)C=C1)OC 4-(4-formyl-1H-imidazol-1-yl)-2-methoxybenzonitrile